(S)-tert-butyl 3-(3-hydroxypropyl)pyrrolidine-1-carboxylate OCCC[C@@H]1CN(CC1)C(=O)OC(C)(C)C